BrC=1SC(=CN1)C(=O)NC1=CC(=CC=C1)[C@H](C)NC=1C=NC=2C(N1)=NN(C2)CC (S)-2-bromo-N-(3-(1-((2-ethyl-2H-pyrazolo[3,4-b]pyrazin-6-yl)amino)ethyl)phenyl)thiazole-5-carboxamide